C(C(C)C)[Si](O)(O)C1=CC=CC=C1 iso-butyl-phenyl-silandiol